ClC=1C(=CC(=C(C1)N1C(NC(C2=CC(=CC(=C12)SC[C@@H](CO)OC)C(F)(F)F)=O)=O)F)F (5-chloro-2,4-difluorophenyl)-8-(((R)-3-hydroxy-2-methoxypropyl)thio)-6-(trifluoromethyl)quinazoline-2,4(1H,3H)-dione